(3S)-N-tert-butyloxycarbonyl-3-amino-4-iodobutanoic acid methyl ester COC(C[C@@H](CI)NC(=O)OC(C)(C)C)=O